ClC=1C(C(=O)O)=CC(C(C1Cl)Cl)=S(=O)=O 2,4-dichloro-5-sulfonyl-chlorobenzoic acid